CC(C)(C)[Si](O[C@H]1[C@H]([C@@H](O[C@@H]1C=O)N1C=NC=2C(=O)NC(N)=NC12)OC)(C)C 5'-deoxy-3'-O-[(1,1-dimethylethyl)dimethylsilyl]-2'-O-methyl-5'-oxo-guanosine